N-{(1R)-1-[3-(1,3-benzodi-oxol-5-yl)-phenyl]ethyl}-6,7-dimethoxy-2-methylquinazolin-4-amine O1COC2=C1C=CC(=C2)C=2C=C(C=CC2)[C@@H](C)NC2=NC(=NC1=CC(=C(C=C21)OC)OC)C